C(#N)C1=CC=C(C=C1)C1CN(C1)C([C@H](C)[C@@H]1CN(CC1)C#N)=O (R)-3-((R)-1-(3-(4-cyanophenyl)azetidin-1-yl)-1-oxopropan-2-yl)pyrrolidine-1-carbonitrile